OC(CCN1N=C2C=C(C(=CC2=C1)NC(=O)C1=NC(=CC=C1)C(F)(F)F)C(=O)OC)(C)C methyl 2-(3-hydroxy-3-methylbutyl)-5-({[6-(trifluoromethyl)pyridin-2-yl]carbonyl}amino)-2H-indazole-6-carboxylate